FC(C(C(C(=O)OCCCCCCCCCCCCCCCCCC)(F)F)(F)F)(F)F Heptafluorobutyric acid, n-octadecyl ester